4-(5-[4-(4H-1,2,4-triazol-3-yl)phenyl]thiophen-2-ylmethyl)-2,4-dihydro-3H-1,2,4-triazol-3-one N=1N=C(NC1)C1=CC=C(C=C1)C1=CC=C(S1)CN1C(NN=C1)=O